C[C@@H]1COCCN1C1=CC=NN1 5-((R)-3-methylmorpholino)pyrazole